C(C1=CC=CC=C1)OC1=C(C(=O)NC=2C=C(C=CC2)C2=CC(=C(C(=C2)N(C2CCOCC2)CC)C)C(=O)OC)C=C(C(=C1)OCC1=CC=CC=C1)C(C)C Methyl 3'-(2,4-bis(benzyloxy)-5-isopropylbenzamido)-5-(ethyl(tetrahydro-2H-pyran-4-yl)amino)-4-methyl-[1,1'-biphenyl]-3-carboxylate